1-fluoro-3-(methoxymethyl)benzene FC1=CC(=CC=C1)COC